C1(=CC=CC=C1)C(NC1=CC(=CC=C1)CCCCCCCC)C(=O)O 2-phenyl-N-(3-octylphenyl)glycine